(6S*)-N-[(3S)-9-fluoro-2-oxo-5-phenyl-1,3-dihydro-1,4-benzodiazepin-3-yl]-2-(2-fluorophenyl)-6-(hydroxymethyl)-6,7-dihydro-5H-pyrazolo[5,1-b][1,3]oxazine-3-carboxamide FC1=CC=CC=2C(=N[C@@H](C(NC21)=O)NC(=O)C=2C(=NN1C2OC[C@@H](C1)CO)C1=C(C=CC=C1)F)C1=CC=CC=C1 |o1:23|